ClC1=CC2=C(C=N1)N=C(N2)C=2C=C(NC1=CC=C(C=C1)C=1N=NC=CC1)C=CC2 3-(6-chloro-1H-imidazo[4,5-c]pyridin-2-yl)-N-(4-pyridazin-3-ylphenyl)aniline